N-(2-(1,4-dioxan-2-yl)-7-methoxyimidazo[1,2-a]pyridin-6-yl)-1-methyl-2-oxo-1,2-dihydropyridine-3-carboxamide O1C(COCC1)C=1N=C2N(C=C(C(=C2)OC)NC(=O)C=2C(N(C=CC2)C)=O)C1